C(C)(C)(C)OC(=O)N[C@@]1(CN(CC1)C1=C(C(=NC=C1C(=O)O)C#N)C1=CC(=CC(=C1)F)F)C (S)-4-(3-((tert-Butoxycarbonyl)amino)-3-methylpyrrolidin-1-yl)-6-cyano-5-(3,5-difluorophenyl)nicotinic acid